C(C1=CC=CC=C1)N1C2N(C3N(C(N(C1C3=O)CC3=CC=CC=C3)C2=O)CC2=CC=CC=C2)CC2=CC=CC=C2 2,4,6,8-tetrabenzyl-2,4,6,8-tetraazaadamantane-9,10-dione